OCCC(C(=O)N)(CCCCCCCCCCCCCCCC)CCO bis(β-hydroxyethyl)stearamide